N1CCCCNC1 6-aza-1-azacycloheptane